N-[2-(2-oxo-1,2-dihydroquinolin-1-yl)-3-{[(CIS)-4-phenylcyclohexyl]oxy}propyl]methanesulfonamide O=C1N(C2=CC=CC=C2C=C1)C(CNS(=O)(=O)C)CO[C@@H]1CC[C@@H](CC1)C1=CC=CC=C1